BrC1=C(C=C(C(=C1F)C#N)OC([2H])([2H])[2H])CC(=O)O 2-(2-Bromo-4-cyano-3-fluoro-5-(methoxy-d3)phenyl)acetic acid